4-(3-morpholino-1H-pyrazol-1-yl)benzonitrile O1CCN(CC1)C1=NN(C=C1)C1=CC=C(C#N)C=C1